5-Isocyanato-1-(2-isocyanatoeth-1-yl)-1,3,3-trimethylcyclohexane N(=C=O)C1CC(CC(C1)(C)CCN=C=O)(C)C